tert-Butyl 10-hydroxy-10-((5-(methoxycarbonyl)-2-oxopyrazin-1(2H)-yl)methyl)-7-azaspiro[4.5]decane-7-carboxylate OC1(CCN(CC12CCCC2)C(=O)OC(C)(C)C)CN2C(C=NC(=C2)C(=O)OC)=O